N,N'-hexamethylenebis(3,5-di-t-butyl-4-hydroxy-hydrocinnamamide) C(C)(C)(C)C=1C=C(CCC(=O)NCCCCCCNC(CCC2=CC(=C(C(=C2)C(C)(C)C)O)C(C)(C)C)=O)C=C(C1O)C(C)(C)C